(S)-2-methyl-N-((R)-1-(6-phenylimidazo[1,2-b]pyridazin-7-yl)ethyl)propane-2-sulfinamide CC(C)(C)[S@](=O)N[C@H](C)C1=CC=2N(N=C1C1=CC=CC=C1)C=CN2